FC1=C(C=CC=C1C[C@@H]1N(C[C@@H]([C@@H]1NS(=O)(=O)CC)F)C(=O)N(C)C)C1=CC=C(C=C1)F (2S,3R,4S)-2-[(2,4'-difluoro[1,1'-biphenyl]-3-yl)methyl]-3-[(ethanesulfonyl)amino]-4-fluoro-N,N-dimethylpyrrolidine-1-carboxamide